N-((S)-4-methyl-1-oxo-1-(((S)-3-oxo-1-((S)-2-oxopyrrolidin-3-yl)-4-(trifluoromethoxy)butan-2-yl)amino)pentan-2-yl)-1H-pyrrolo[2,3-b]pyridine-2-carboxamide CC(C[C@@H](C(N[C@@H](C[C@H]1C(NCC1)=O)C(COC(F)(F)F)=O)=O)NC(=O)C1=CC=2C(=NC=CC2)N1)C